NC1=C(C=C(C=C1)C(=O)C=1NC=2C=CC3=C(C2C1)C(=CC=C3)OC)OC (4-amino-3-methoxy-phenyl)-(9-methoxy-3H-benzo[e]indol-2-yl)-methanone